Boc-leucine p-nitrophenyl ester [N+](=O)([O-])C1=CC=C(C=C1)OC([C@@H](NC(=O)OC(C)(C)C)CC(C)C)=O